BrC=1C=C2C(=CC1)N(C1=C2CC(NC2=C1C=CC=C2)=O)CCO 9-bromo-7,12-dihydro-12-(2-hydroxyethyl)-indolo[3,2-d][1]-benzazepin-6(5H)-one